3-(3-cyano-4-hydroxy-5-methylphenyl)-N-(4-(cyclohexyloxy)benzyl)-1,2,4-oxadiazole-5-carboxamide C(#N)C=1C=C(C=C(C1O)C)C1=NOC(=N1)C(=O)NCC1=CC=C(C=C1)OC1CCCCC1